7-{(S)-1-[4-(4-Acryloyl-piperazin-1-ylmethyl)-phenyl]-ethylamino}-1-ethyl-1H-[1,6]naphthyridin-2-on C(C=C)(=O)N1CCN(CC1)CC1=CC=C(C=C1)[C@H](C)NC1=NC=C2C=CC(N(C2=C1)CC)=O